Cl.CN(C(=O)C1=NC=NC=C1)C N,N-dimethyl-pyrimidine-4-carboxamide hydrochloride